FC1CC2=CC=3CCCC3C=C2C1 (S)-2-fluoro-1,2,3,5,6,7-hexahydro-s-indacen